C(C)(=O)NC(C(=O)OC)C(C)(C)SSC(=O)OC1=CC=C(C=C1)F Methyl 2-acetamido-3-(((4-fluorophenoxy)carbonyl)disulfaneyl)-3-methylbutanoate